C(C)(C)(C)OC(=O)NC1=CC(=C(C(=O)OC)C=C1I)F methyl 4-(tert-butoxycarbonylamino)-2-fluoro-5-iodo-benzoate